2-(1-methyl-1H-pyrazol-4-yl)-3-[(oxan-2-yloxy)methyl]cyclopropane CN1N=CC(=C1)C1CC1COC1OCCCC1